trans-(2,3-epoxycyclohexane) C1[C@H]2[C@H](CCC1)O2